2-(2-(2-(hexyloxy)ethoxy)ethoxy)ethyl (4S,7R)-4-(3-hydroxyphenyl)-7-(2-methoxyphenyl)-2-methyl-5-oxo-1,4,5,6,7,8-hexahydroquinoline-3-carboxylate OC=1C=C(C=CC1)[C@@H]1C(=C(NC=2C[C@H](CC(C12)=O)C1=C(C=CC=C1)OC)C)C(=O)OCCOCCOCCOCCCCCC